2-bromo-5-methoxy-3-methylpyrazine BrC1=NC=C(N=C1C)OC